COC(=O)C1=CN=C(N=C1NC2CCC(CC2)O)Cl methyl 2-chloro-4-(((1r,4r)-4-hydroxycyclohexyl)amino)pyrimidine-5-carboxylate